FC1=CC=C(C=C1)S(=O)(=O)N1CCCC2=CC=C(C=C12)NS(=O)(=O)C1=CC(=CC=C1)S(=O)(=O)C N-(1-((4-fluorophenyl)sulfonyl)-1,2,3,4-tetrahydroquinolin-7-yl)-3-(methylsulfonyl)benzenesulfonamide